N-((1S,2S)-1-((R)-4-isobutyl-4,5-dihydrooxazol-2-yl)-2-methylbutyl)acetamide C(C(C)C)[C@H]1N=C(OC1)[C@H]([C@H](CC)C)NC(C)=O